Endo-4-((2-(aminomethyl)-6-chloropyridin-3-yl)methyl)-2-(3-(5-methyl-pyridazin-4-yl)-1H-pyrazol-5-yl)-2-azabicyclo[3.1.0]hexan-3-one NCC1=NC(=CC=C1CC1C(N(C2CC12)C1=CC(=NN1)C1=CN=NC=C1C)=O)Cl